tris(4-trimethoxysilylbutyl)amine CO[Si](CCCCN(CCCC[Si](OC)(OC)OC)CCCC[Si](OC)(OC)OC)(OC)OC